4-(2-Amino-2-methylpropanoyl)-N-(1-(4-((2-amino-7-azaspiro[3.5]nonan-7-yl)methyl)cyclohexan-1-en-1-yl)-2-oxo-1,2-dihydropyrimidin-4-yl)piperazine-1-carboxamide hydrochloride salt Cl.NC(C(=O)N1CCN(CC1)C(=O)NC1=NC(N(C=C1)C1=CCC(CC1)CN1CCC2(CC(C2)N)CC1)=O)(C)C